The molecule is a racemate composed of equimolar amounts of dextrobupivacaine(1+) and levobupivacaine(1+). It contains a levobupivacaine(1+) and a dextrobupivacaine(1+). It is a conjugate acid of a bupivacaine. CCCC[NH+]1CCCCC1C(=O)NC2=C(C=CC=C2C)C